BrC=1C=C(C=C2C=NNC12)N 7-bromo-5-amino-1H-indazole